1,2-diamino-propylamine NC(C(C)N)N